(8-(3,4-dichlorophenyl)-3,8-diazabicyclo[3.2.1]octane-3-carbonyl)-6-methylquinolin-2(1H)-one ClC=1C=C(C=CC1Cl)N1C2CN(CC1CC2)C(=O)N2C(C=CC1=CC(=CC=C21)C)=O